FC=1C=C(C=C(C1)F)C1=C(NC2=C1C(N(C=C2)C)=O)C2=CC(=NC=C2)NC(C(C)C2=CC=C(C=C2)F)=O N-{4-[3-(3,5-Difluorophenyl)-5-methyl-4-oxo-4,5-dihydro-1H-pyrrolo[3,2-c]pyridin-2-yl]pyridin-2-yl}-2-(4-fluorophenyl)propanamid